5-chloro-2-(2,2-difluoro-1-((trimethylsilyl)oxy)vinyl)thiophenol indium zinc [Zn].[In].ClC=1C=CC(=C(C1)S)C(=C(F)F)O[Si](C)(C)C